ClC1=C(C(N(C=C1)C=1CCOCC1)=O)[N+](=O)[O-] 4-chloro-1-(3,6-dihydro-2H-pyran-4-yl)-3-nitropyridin-2(1H)-one